BrC=1C=CC2=C(N(C(=N2)C(O)(C)C)C)C1 6-bromo-α,α,1-trimethyl-1H-benzoimidazole-2-methanol